C1N(CCC2=CC=CC=C12)C[C@H](CN1C(C2=CC=C(C=C2CC1)C1=CC=NC=C1)=O)O 2-[(2R)-3-(3,4-dihydro-1H-isoquinolin-2-yl)-2-hydroxy-propyl]-6-(4-pyridinyl)-3,4-dihydroisoquinolin-1-one